(4aR,8aS)-6-[6-[[1-(2,2,2-trifluoroethyl)pyrazol-4-yl]methyl]-2-azaspiro[3.3]heptane-2-carbonyl]-4,4a,5,7,8,8a-hexahydropyrido[4,3-b][1,4]oxazin-3-one FC(CN1N=CC(=C1)CC1CC2(CN(C2)C(=O)N2C[C@@H]3[C@@H](OCC(N3)=O)CC2)C1)(F)F